3-(5-(((1S,2S)-2-(8-oxa-2-azaspiro[4.5]decan-2-yl)cyclopentyl)oxy)-1-oxoisoindolin-2-yl)piperidine-2,6-dione C1N(CCC12CCOCC2)[C@@H]2[C@H](CCC2)OC=2C=C1CN(C(C1=CC2)=O)C2C(NC(CC2)=O)=O